FC(OC(C)C1CCC=2C(=NC(=CC2C2=C(C=C(C=C2)F)F)C(=O)OCC)O1)F ethyl 2-(1-(difluoromethoxy) ethyl)-5-(2,4-difluorophenyl)-3,4-dihydro-2H-pyrano[2,3-b]pyridine-7-carboxylate